3-oxo-1,3-dihydro-indole O=C1CNC2=CC=CC=C12